P1(OCO1)=O Methylene Phosphonate